(R)-N-(2-(3-aminopyrrolidin-1-yl)pyrimidin-4-yl)-1H-indazol-5-amine N[C@H]1CN(CC1)C1=NC=CC(=N1)NC=1C=C2C=NNC2=CC1